(S)-2,3-dimethyl-6-(2-(1-methyl-1H-pyrazol-4-yl)morpholino)-8-(3-(trifluoromethyl)bicyclo[1.1.1]pent-1-yl)pyrimido[5,4-d]pyrimidin-4(3H)-one CC=1N(C(C2=C(N1)C(=NC(=N2)N2C[C@@H](OCC2)C=2C=NN(C2)C)C21CC(C2)(C1)C(F)(F)F)=O)C